3-(8-methyl-4-oxopyrimido[5,4-b]quinolin-3(4H)-yl)-N-(3-(trifluoromethyl)benzyl)propanamide CC1=CC=2C=C3C(=NC2C=C1)C(N(C=N3)CCC(=O)NCC3=CC(=CC=C3)C(F)(F)F)=O